3-[(2R)-2-cyano-2-methyl-pyrrolidine-1-carbonyl]-N-[(3S or R)-3-cyanotetrahydrofuran-3-yl]-8-methoxy-1-(2,2,2-trifluoroethyl)-5,6-dihydropyrrolo[2,1-a]isoquinoline-9-carboxamide C(#N)[C@@]1(N(CCC1)C(=O)C1=CC(=C2N1CCC1=CC(=C(C=C21)C(=O)N[C@]2(COCC2)C#N)OC)CC(F)(F)F)C |o1:25|